triethoxy(4-chlorophenyl)silane C(C)O[Si](C1=CC=C(C=C1)Cl)(OCC)OCC